monoisononyl adipate C(CCCCC(=O)[O-])(=O)OCCCCCCC(C)C